C(CCCCCCC)(=O)OCC(COC(CCCCCCC)=O)OC(CCC(CCCCCCCC\C=C/C\C=C/CCCCC)OC(=O)OCCCN(C)C)=O 2-(((13Z,16Z)-4-(((3-(dimethylamino)propoxy)carbonyl)oxy)docosa-13,16-dienoyl)oxy)propane-1,3-diyl dioctanoate